C(C)N(C(C1=CC=CC=C1)=O)CC1=CC(=CC=C1)OC(CCNC)C=1SC=CC1 N-ethyl-N-(3-(3-(methylamino)-1-(thiophen-2-yl)propoxy)benzyl)benzamide